(3-(trifluoromethyl)phenyl)-3,4,5,6-tetrahydro-2H-pyrido[2,3-b][1,5]oxazocin FC(C=1C=C(C=CC1)C1CCNCC2=C(O1)N=CC=C2)(F)F